C=CC=CCCCCCCC=CC 1,3,11-TRIDECATRIEN